6-(2-Phenylcyclobutyl)isoquinoline radium [Ra].C1(=CC=CC=C1)C1C(CC1)C=1C=C2C=CN=CC2=CC1